N1C(=NC2=C1C=CC=C2)C=2C=C(C=CC2)NC2=CC=C(C=C2)C2=CC(=CN=N2)C(=O)O 6-(4-((3-(1H-benzo[d]imidazol-2-yl)phenyl)amino)phenyl)pyridazine-4-carboxylic acid